C(C)(C)(C)C1=CC(=NC=C1)C1=CC(=CC2=C1OC1=C2C=CC=C1)OC1=CC=2NC3=CC=CC=C3C2C=C1 2-((4-(4-(tert-butyl)pyridin-2-yl)dibenzo[b,d]furan-2-yl)oxy)-9H-carbazole